(S)-(3-(1-amino-1,3-dihydrospiro[indene-2,4'-piperidine]-1'-yl)-6-(3-(5-amino-1H-indol-1-yl)prop-1-yn-1-yl)pyrazin-2-yl)methanol N[C@@H]1C2=CC=CC=C2CC12CCN(CC2)C=2C(=NC(=CN2)C#CCN2C=CC1=CC(=CC=C21)N)CO